ethyl 2-amino-2-(6,7-dihydro-5H-pyrrolo[1,2-c]imidazol-1-yl)acetate hydrochloride Cl.NC(C(=O)OCC)C1=C2N(C=N1)CCC2